C(C)(C)(C)OC(=O)N1CC(C1)CN1CC2=NN(C=C2C1)C1(CCC1)C(NC1=C(C=C(C=C1)C(F)(F)F)Cl)=O 3-((2-(1-((2-chloro-4-(trifluoromethyl)phenyl)carbamoyl)cyclobutyl)-2,6-dihydropyrrolo[3,4-c]pyrazol-5(4H)-yl)methyl)azetidine-1-carboxylic acid tert-butyl ester